BrC1=C2C(=C3C(NC(=NC3=C1)OC[C@H]1N(C[C@@H](C1)OC)C)=O)OC=C2 4-bromo-7-(((2S,4R)-4-methoxy-1-methylpyrrolidin-2-yl)methoxy)furo[2,3-f]quinazolin-9(8H)-one